FC(C1=CC=C(C=N1)C1=C(C(N(N=C1)C=1C=NN(C1)C)=O)C(=O)O)F [6-(difluoromethyl)pyridin-3-yl]-2-(1-methyl-1H-pyrazol-4-yl)-3-oxo-2,3-dihydropyridazin-4-carboxylic acid